(S)-6-((4-((1-cyclobutyl-3-hydroxy-2-propyl)amino)-5-(5-methyl-1,3,4-oxadiazol-2-yl)pyrimidin-2-yl)amino)-3,4-dihydroisoquinolin-1(2H)-one C1(CCC1)C[C@@H](CO)NC1=NC(=NC=C1C=1OC(=NN1)C)NC=1C=C2CCNC(C2=CC1)=O